C(CCCCC(=O)[O-])(=O)OCCCCCC(C)C Monoisooctyl adipate